3-[(2-chloro-4-fluorophenyl)methyl]-4-[(4,4-difluorocyclohexyl)methyl]-4,5-dihydro-1,2,4-oxadiazol-5-one ClC1=C(C=CC(=C1)F)CC1=NOC(N1CC1CCC(CC1)(F)F)=O